3-(2-(1-benzoylpiperidin-4-yl)ethyl)benzo[D][1,2,3]-triazin-4(3H)-one C(C1=CC=CC=C1)(=O)N1CCC(CC1)CCN1N=NC2=C(C1=O)C=CC=C2